[1-(6-bromo-2-pyridyl)ethyl]-5-[4-(trifluoromethyl)phenoxy]naphthalene-2-carboxamide BrC1=CC=CC(=N1)C(C)C1=C(C=CC2=C(C=CC=C12)OC1=CC=C(C=C1)C(F)(F)F)C(=O)N